N-(4-(1,3-dioxolan-2-yl)phenyl)-1-methyl-4-(1-methyl-4-nitro-1H-pyrrole-2-carboxamido)-1H-pyrrole-2-carboxamide O1C(OCC1)C1=CC=C(C=C1)NC(=O)C=1N(C=C(C1)NC(=O)C=1N(C=C(C1)[N+](=O)[O-])C)C